[Cl-].C(C)O[Si](CCC[N+](CCCCCCCCCCCC)(C)C)(OCC)OCC 3-(triethoxysilyl)propyldimethyldodecyl-ammonium chloride